tert-butyl (1-(3-acetamido-4-((5-nitrothiazol-2-yl)carbamoyl)phenyl)-1-oxo-5,8,11-trioxa-2-azatridecan-13-yl)carbamate C(C)(=O)NC=1C=C(C=CC1C(NC=1SC(=CN1)[N+](=O)[O-])=O)C(NCCOCCOCCOCCNC(OC(C)(C)C)=O)=O